phenylenediammonium, fluoroborate salt F[B-](F)(F)F.C1(=C(C=CC=C1)[NH3+])[NH3+].F[B-](F)(F)F